trans-4-(((trans-4-(3-Cyano-4-methoxy-phenyl)cyclohexyl)-methyl)(3-(1-cyclopropyl-1H-pyrazol-4-yl)phenyl)carbamoyl)cyclohexyl 3-hydroxyazetidine-1-carboxylate OC1CN(C1)C(=O)O[C@@H]1CC[C@H](CC1)C(N(C1=CC(=CC=C1)C=1C=NN(C1)C1CC1)C[C@@H]1CC[C@H](CC1)C1=CC(=C(C=C1)OC)C#N)=O